1-((S)-2-(1-fluorocyclopropane-1-carboxamido)-3,3-dimethylbutyryl)-4-hydroxypyrrolidine-2-carboxylic acid FC1(CC1)C(=O)N[C@H](C(=O)N1C(CC(C1)O)C(=O)O)C(C)(C)C